C(C)(C)C1=C(OC(=O)CC2(CCCCC2)CC(=O)O)C(=CC=C1)C(C)C 2-(1-(((2,6-diisopropylphenoxy)carbonyl)methyl)cyclohexyl)acetic acid